tert-Butyl rac-(4R,5R)-5-amino-3,3-difluoro-4-hydroxy-piperidine-1-carboxylate tert-Butyl-rac-7,7-difluoro-2-oxohexahydrooxazolo[4,5-c]pyridine-5(4H)-carboxylate C(C)(C)(C)OC(=O)N1CC2C(C(C1)(F)F)OC(N2)=O.N[C@H]2[C@H](C(CN(C2)C(=O)OC(C)(C)C)(F)F)O |r|